6-Methyl-3-(methylthio)dibenzo[c,f][1,2]thiazepin-11(6H)-one 5,5-dioxide CN1S(C2=C(C(C3=C1C=CC=C3)=O)C=CC(=C2)SC)(=O)=O